BrC1=C(C(=CC(=C1)F)F)[C@H]([C@@](C(=O)OC)(C1=CC=CC=C1)O)C methyl (2S,3R)-3-(2-bromo-4,6-difluorophenyl)-2-hydroxy-2-phenylbutyrate